(2S,3'S)-1'-((2-bromophenyl)sulfonyl)-3'-hydroxy-3-(o-tolyl)-5H-spiro[furan-2,2'-indoline]-5-one BrC1=C(C=CC=C1)S(=O)(=O)N1[C@]2([C@H](C3=CC=CC=C13)O)OC(C=C2C2=C(C=CC=C2)C)=O